FC1=C(C=CC=C1)N1N=CC(=C1)C(CC)C=1N=C(C2=C(N1)NC=C2C=2C=NC(=NC2)C(F)(F)F)N (1-[1-(2-Fluorophenyl)-1H-pyrazol-4-yl]propyl)-5-[2-(trifluoromethyl)pyrimidin-5-yl]-7H-pyrrolo[2,3-d]pyrimidin-4-amine